(R)-5-chloro-N4-methyl-N2-(pyrrolidin-3-yl)pyrimidine-2,4-diamine ClC=1C(=NC(=NC1)N[C@H]1CNCC1)NC